C(N)(=N)C1=CC=C(CNC(=O)C=2C=NN(C2)CC2=CC=C(C=C2)CCOC)C=C1 N-(4-carbamimidoylbenzyl)-1-(4-(2-methoxyethyl)benzyl)-1H-pyrazole-4-carboxamide